FCC=1[C@@H]([C@@H]([C@H]([C@@H](C1)NCCCCCOC1=CC=C(C=C1)F)O)O)O (1S,2S,3S,6R)-4-(fluoromethyl)-6-((5-(4-fluorophenoxy)pentyl)amino)cyclohex-4-ene-1,2,3-triol